FC1=C(CN(C(C2=C(C=C(C(=C2)C)/N=C/N(C)CC)C)=O)C)C(=CC=C1)F (E)-N-(2,6-difluorobenzyl)-4-(((ethyl(methyl)amino)methylene)amino)-N,2,5-trimethylbenzamide